[N+](=O)([O-])C1=CC=2C(=NNN2)C=C1[N+](=O)[O-] 5,6-dinitro-2h-benzo[d][1,2,3]triazole